2,5,6-trichloro-1H-benzo[d]imidazole ClC1=NC2=C(N1)C=C(C(=C2)Cl)Cl